trimethylolphosphoramide C(O)NP(=O)(NCO)NCO